C1(CC1)C=1C(=NSC1C(=O)OCC)C1COCC1 ethyl 4-cyclopropyl-3-(oxolan-3-yl)-1,2-thiazole-5-carboxylate